COC1=C(C=C2C(=C1)C(=NC=N2)[NH2+]C3=CC(=CC=C3)Br)OC The molecule is an organic cation obtained by protonation of the secondary amino function of PD-153035. It is an ammonium ion derivative and an organic cation. It is a conjugate acid of a PD-153035.